2,2,2-trifluoro-N-[4-(4-hydroxybutylsulfamoyl)phenyl]acetamide FC(C(=O)NC1=CC=C(C=C1)S(NCCCCO)(=O)=O)(F)F